NC(C(=O)O)(C)C aminoisobutyric acid